BrC=1C=C(C=C2CCCN(C12)C1CN(CC1)C(=O)[O-])Cl 3-(8-bromo-6-chloro-3,4-dihydroquinolin-1(2H)-yl)pyrrolidine-1-carboxylate